(S)-4-(6-(1,4-Oxazepan-4-yl)-1H-pyrrolo[2,3-b]pyridin-3-yl)-N-(piperidin-3-yl)-5-(trifluoromethyl)pyrimidin-2-amine O1CCN(CCC1)C1=CC=C2C(=N1)NC=C2C2=NC(=NC=C2C(F)(F)F)N[C@@H]2CNCCC2